ethyl 2-(4-(6-((4-chloro-2-fluorobenzyl)oxy)pyridin-2-yl)piperidin-1-yl)propanoate ClC1=CC(=C(COC2=CC=CC(=N2)C2CCN(CC2)C(C(=O)OCC)C)C=C1)F